(E)-3-(difluoromethyl)-5-ethoxy-3-hydroxy-pent-4-enenitrile FC(C(CC#N)(\C=C\OCC)O)F